(3-chloro-2,4-dimethyl-5,7-dihydropyrrolo[3,4-b]pyridin-6-yl)-[(3R)-1-(5-methylpyrimidin-2-yl)pyrrolidin-3-yl]methanone ClC=1C(=C2C(=NC1C)CN(C2)C(=O)[C@H]2CN(CC2)C2=NC=C(C=N2)C)C